CC1(C=2C=CC=CC2C2=C3C(C=CC=C13)=C(C=C2)B(O)O)C (7,7-dimethyl-7H-benzo[de]anthracene-3-yl)boronic acid